5-chloro-N4-(4-fluoro-3-(trifluoromethyl)phenyl)-N2-phenylpyrimidine-2,4-diamine ClC=1C(=NC(=NC1)NC1=CC=CC=C1)NC1=CC(=C(C=C1)F)C(F)(F)F